(isopropylamino)-3-((2-methyl-1H-indol-4-yl)oxy)propan-2-ol Ethyl-4-(3-(3-((2S,3S)-1-methyl-5-oxo-2-(pyridin-3-yl)pyrrolidine-3-carboxamido)propoxy)propoxy)butanoate C(C)C(C(=O)OC(CNC(C)C)COC1=C2C=C(NC2=CC=C1)C)CCOCCCOCCCNC(=O)[C@@H]1[C@H](N(C(C1)=O)C)C=1C=NC=CC1